C(C)S(=O)(=O)C=1C(=NC=CC1)N1CC=2C=NC(=CC2C1=O)C(F)(F)F 2-(3-ethylsulfonyl-2-pyridyl)-6-(trifluoromethyl)-3H-pyrrolo[3,4-c]pyridin-1-one